tert-butyl (R,E)-4-cyano-3-(((dimethylamino)methylene)amino)-6a,7,9,10-tetrahydropyrazino[1,2-d]pyrido[3,2-b][1,4]oxazine-8(6H)-carboxylate C(#N)C1=C(C=NC2=C1OC[C@@H]1N2CCN(C1)C(=O)OC(C)(C)C)/N=C/N(C)C